2-(8-fluoro-2-methylimidazo[1,2-a]pyridin-6-yl)-7-(pyrrolidin-3-yl)-4H-pyrido[1,2-a][1,3,5]triazin-4-one hydrochloride Cl.FC=1C=2N(C=C(C1)C=1N=C3N(C(N1)=O)C=C(C=C3)C3CNCC3)C=C(N2)C